(3R,4S)-1-[6-(5-chloropyridin-3-yl)pyrrolo[1,2-b]pyridazin-4-yl]-3-cyclopropyl-4-methyl-2-oxopyrrolidine-3-carbonitrile ClC=1C=C(C=NC1)C=1C=C2N(N=CC=C2N2C([C@]([C@@H](C2)C)(C#N)C2CC2)=O)C1